7-chloro-5-(4-((3,3-dimethyl-azetidin-1-yl)sulfonyl)phenyl)benzofuran ClC1=CC(=CC=2C=COC21)C2=CC=C(C=C2)S(=O)(=O)N2CC(C2)(C)C